2-(2-ethoxyethoxy)ethanol methyl-5-chloro-4-fluoro-2-((4-fluoro-2-methylphenyl)amino)-benzoate CC=1C(=C(C(=O)OCCOCCOCC)C=C(C1F)Cl)NC1=C(C=C(C=C1)F)C